ClC=1C=C(C=CC1Cl)CCC(=O)NC1=C(C(=NN1)C1=CC=NC=C1)C(=O)N 5-(3-(3,4-Dichlorophenyl)propanamido)-3-(pyridin-4-yl)-1H-pyrazole-4-carboxamide